N-((3S,4R)-3-fluoro-1-methylpiperidin-4-yl)-2-(3-((2-methoxy-4-(methylsulfonyl)phenyl)amino)prop-1-yn-1-yl)-3-vinyl-2H-pyrazolo[3,4-c]pyridin-7-amine F[C@H]1CN(CC[C@H]1NC1=NC=CC=2C1=NN(C2C=C)C#CCNC2=C(C=C(C=C2)S(=O)(=O)C)OC)C